2,3-dichloro-succinic acid ClC(C(=O)O)C(C(=O)O)Cl